O=C(C(=O)N)N1[C@H](CC[C@@H](C1)C)C=1C=CC2=C(N=C(S2)C2CN(C2)C)C1 2-oxo-2-[(2R,5S)-5-methyl-2-[2-(1-methylazetidin-3-yl)-1,3-benzothiazol-5-yl]-1-piperidyl]acetamide